1H-1,2,3-TRIAZOLE-1-ACETIC ACID N1(N=NC=C1)CC(=O)O